NCCOCCC(=O)N[C@H](C(=O)N1[C@@H](C[C@H](C1)O)C(=O)N[C@@H](C)C1=CC=C(C=C1)C1=C(N=CS1)C)C(C)(C)C (2s,4R)-1-((s)-2-(3-(2-aminoethoxy)propanamido)-3,3-dimethylbutanoyl)-4-hydroxy-N-((S)-1-(4-(4-methylthiazol-5-yl)phenyl)ethyl)pyrrolidine-2-carboxamide